ClC1=CC=C(C=C1)N1C(=CC=2C1=CN=CC2)C2=NC=CN=C2 2-[1-(4-Chlorophenyl)-1H-pyrrolo[2,3-c]pyridin-2-yl]pyrazine